CCCCCC(/C=C/C=C/CCCCCCCC(=O)O)O 13-Hydroxyoctadecadienoic acid